3-(propan-2-yl)-1,2-oxazole-5-carboxylic acid CC(C)C1=NOC(=C1)C(=O)O